[F].C12=CCC(CC1)C2 bicyclo-[2.2.1]-heptene compound with fluorine